FC(C(=O)O)(F)F.FC(C(=O)O)(F)F.FC(C(=O)O)(F)F.[C@H]12CN(C[C@H](CC1)N2)C2=NC(=C1C=3C(=C(N=CC23)C2=CC(=CC3=CC=C(C(=C23)C#C)F)O)OCC1)C 4-(6-((1R,5S)-3,8-diazabicyclo[3.2.1]octan-3-yl)-4-methyl-2,3-dihydropyrano[2,3,4-de][2,7]naphthyridin-9-yl)-5-ethynyl-6-fluoronaphthalen-2-ol tris(2,2,2-trifluoroacetate)